3-[2-pyridylthio]propionyl-hydrazine N1=C(C=CC=C1)SCCC(=O)NN